7-((4-(4,4-dimethylcyclohexyl)phenyl)amino)-4-methyl-2H-benzo[b][1,4]oxazin-3(4H)-one CC1(CCC(CC1)C1=CC=C(C=C1)NC=1C=CC2=C(OCC(N2C)=O)C1)C